ethyl 2-(3-phenyloxetane-3-yl)acetate C1(=CC=CC=C1)C1(COC1)CC(=O)OCC